OC=1C=C2CC[C@H]([C@H](C2=CC1)C1=CC=C(C=C1)N1CCC(CC1)C=O)C1=NN(C=C1)C 1-(4-((1S,2R)-6-hydroxy-2-(1-methyl-1H-pyrazol-3-yl)-1,2,3,4-tetrahydronaphthalen-1-yl)phenyl)piperidine-4-carbaldehyde